3-fluoro-6-(4,4,5,5-tetramethyl-1,3,2-dioxaborolan-2-yl)pyrazolo[1,5-a]pyrimidine FC=1C=NN2C1N=CC(=C2)B2OC(C(O2)(C)C)(C)C